CC(C)(C)OC(=O)NC[C@H](C(=O)O)NC(=O)OCC1C2=CC=CC=C2C3=CC=CC=C13 fmoc-N-beta-Boc-D-2,3-diaminopropionic acid